(3s,4s)-8-(6-((6-amino-2-chloropyridin-3-yl)thio)pyrido[2,3-b]pyrazin-2-yl)-3-methyl-2-oxa-8-azaspiro[4.5]decan-4-amine NC1=CC=C(C(=N1)Cl)SC=1C=CC=2C(=NC=C(N2)N2CCC3([C@@H]([C@@H](OC3)C)N)CC2)N1